BrC=1N=C(C=2N(C1)C=CN2)NC2=CC=C(N(C)CCNC(OC(C)(C)C)=O)C=C2 tert-butyl N-[2-[4-[(6-bromoimidazo[1,2-a]pyrazin-8-yl)amino]-N-methyl-anilino]ethyl]carbamate